CC(C)C1(C(=O)NC(=O)NC1=O)CC=C The molecule is a member of the class of barbiturates that is pyrimidine-2,4,6(1H,3H,5H)-trione substituted by an isopropyl and a prop-1-en-3-yl group at position 5.